C(#N)C1=NC(=CC(=C1)C=1SC(=C(N1)C)C(=O)O)C1=CC=CC=C1 2-(2-cyano-6-phenylpyridin-4-yl)-4-methylthiazole-5-carboxylic acid